FC1=C(C=CC(=C1)B1OC(C(O1)(C)C)(C)C)N1CC2C(C1)CN(C2)C(=O)OC(C)(C)C tert-butyl 5-(2-fluoro-4-(4,4,5,5-tetramethyl-1,3,2-dioxaborolan-2-yl)phenyl)hexahydropyrrolo[3,4-c]pyrrole-2(1H)-carboxylate